COC1=CC(=C(C=C1)C1=NC(=NO1)C1=CC2=C(N(N=N2)C(CO)(C)C)C=C1)C 2-(5-(5-(4-methoxy-2-methylphenyl)-1,2,4-oxadiazol-3-yl)-1H-benzo[d][1,2,3]triazol-1-yl)-2-methylpropan-1-ol